Diethylamino hydroxybenzoyl hexyl benzoate CCCCCCOC(=O)C1=CC=CC=C1C(=O)C2=C(C=C(C=C2)N(CC)CC)O